pyrrolidin-1-yl(6-(2-((2,2,2-trifluoroethyl)amino)pyrrolo[2,1-f][1,2,4]triazin-5-yl)imidazo[1,2-a]pyridin-3-yl)methanone N1(CCCC1)C(=O)C1=CN=C2N1C=C(C=C2)C=2C=CN1N=C(N=CC12)NCC(F)(F)F